8-fluoro-7-methyl-6-(1-((4-methyl-4H-1,2,4-triazol-3-yl)sulfonyl)piperidin-4-yl)-[1,2,4]triazolo[1,5-a]pyridine FC=1C=2N(C=C(C1C)C1CCN(CC1)S(=O)(=O)C1=NN=CN1C)N=CN2